(E)-3-(3-(cyclopropylmethoxy)-4-methoxyphenyl)acrylic acid methyl ester COC(\C=C\C1=CC(=C(C=C1)OC)OCC1CC1)=O